caprylyl-carnitine hydrochloride Cl.C(CCCCCCC)(=O)C(O)(C[N+](C)(C)C)CC([O-])=O